C1(=CC=CC=C1)C=1C(=CC=2N(N1)C=CN2)[C@@H](C)N (R)-1-(6-phenylimidazo[1,2-b]pyridazin-7-yl)ethylamine